COCC1N(CC2(C1)CCN(CC2)C=2C1=C(N=C(N2)C2=CC=NC=C2)C=NC=C1)C 4-(3-(methoxymethyl)-2-methyl-2,8-diazaspiro[4.5]decan-8-yl)-2-(pyridin-4-yl)pyrido[3,4-d]pyrimidine